2-((2-((6-((5-fluoro-4-(4-fluoro-1-isopropyl-2-methyl-1H-benzo[d]imidazol-6-yl)pyrimidin-2-yl)amino)pyridin-3-yl)oxy)ethyl)(methyl)amino)-N-hydroxypyrimidine-5-carboxamide FC=1C(=NC(=NC1)NC1=CC=C(C=N1)OCCN(C1=NC=C(C=N1)C(=O)NO)C)C=1C=C(C2=C(N(C(=N2)C)C(C)C)C1)F